C1(CC1)S(=O)(=O)NC1=NC=CC(=C1F)CN1C(OC2=C(C=CC(=C2)OC=2OC=CN2)C12CCC2)=O (cyclopropylsulfonyl)[3-fluoro-4-({7-(1,3-oxazol-2-yloxy)-2-oxo-2H,3H-spiro[1,3-benzoxazine-4,1'-cyclobutan]-3-yl}methyl)-2-pyridyl]amine